ClC=1C=C2C=C(C(=NC2=C(C1)F)NC(C1=CC=CC=C1)C1=CC=CC=C1)C#N 6-chloro-2-((benzhydryl)amino)-8-fluoroquinoline-3-carbonitrile